6-amino-2H-benzo[b][1,4]oxazin-3(4H)-one NC1=CC2=C(OCC(N2)=O)C=C1